FC1=C(C(=C(C(=C1C1=C2C=CC(C(=C3C=CC(=C(C=4C=CC(=C(C5=CC=C1N5)C5=C(C(=C(C(=C5F)F)F)F)F)N4)C4=C(C(=C(C(=C4F)F)F)F)F)N3)C3=C(C(=C(C(=C3F)F)F)F)F)=N2)F)F)F)F.[Pt+2] platinum(II) tetrakis(pentafluorophenyl)porphine